C1(CCC1)C=1C(=NN(C1NC(=O)NCC1CC(C1)(F)F)C)C1CC(C1)(F)F 1-(4-cyclobutyl-3-(3,3-difluorocyclobutyl)-1-methyl-1H-pyrazol-5-yl)-3-((3,3-difluorocyclobutyl)methyl)urea